[NH2+]1CCCC1 pyrrolidin-1-ium